(1E,6E)-4,4-diethyl-3,5-dioxepin C(C)C1(O/C=C/C=C/O1)CC